[Si](C1=CC=CC=C1)(C1=CC=CC=C1)(C(C)(C)C)OC1C[C@H]2C([C@H]2C1)C1=NC(=NN1C(C)C)C1=CC(=CC=C1)C(F)(F)F 5-((1R,5S)-3-((tert-butyldiphenylsilyl)oxy)bicyclo[3.1.0]hexan-6-yl)-1-isopropyl-3-(3-(trifluoromethyl)phenyl)-1H-1,2,4-triazole